2-((1-(methyl-d3)-3-(oxetan-3-yloxy)-1H-pyrazol-4-yl-5-d)amino)-7-((3r,4r)-4-methyltetrahydrofuran-3-yl)-7H-pyrrolo[2,3-d]pyrimidine-6-carbonitrile C(N1N=C(C(=C1[2H])NC=1N=CC2=C(N1)N(C(=C2)C#N)[C@H]2COC[C@@H]2C)OC2COC2)([2H])([2H])[2H]